N-(2-methylcyclohexyl)-1-phenyl-3-(thiophen-2-yl)-1H-pyrazole-4-carboxamide CC1C(CCCC1)NC(=O)C=1C(=NN(C1)C1=CC=CC=C1)C=1SC=CC1